4-((8-chloro-[1,2,4]triazolo[4,3-c]pyrimidin-7-yl)oxy)-3-methylaniline ClC=1C=2N(C=NC1OC1=C(C=C(N)C=C1)C)C=NN2